O1CCN(CC1)C=1C=CC2=C(NC(=N2)C2=NNC3=CC=C(C=C23)C(=O)NCC2CN(C2)C(=O)OC(C)(C)C)C1 tert-butyl 3-((3-(6-morpholino-1H-benzo[d]imidazol-2-yl)-1H-indazole-5-carboxamido)methyl)azetidine-1-carboxylate